8'-Bromo-3'-methylspiro[cyclopentan-1,1'-pyrrolo[2,3-c]chinolin]-2'(3'H)-on BrC1=CC=2C3=C(C=NC2C=C1)N(C(C31CCCC1)=O)C